ClC=1C=C2C=CN(C2=C(C1)C1=C2C(=NC=C1)C=C(S2)CN2C(N(C=C(C2=O)F)CC2CC2)=O)CC2(CCNCC2)C#N 4-((5-Chloro-7-(2-((3-(cyclopropylmethyl)-5-fluoro-2,6-dioxo-3,6-dihydropyrimidine-1(2H)-yl)methyl)thieno[3,2-b]pyridin-7-yl)-1H-indol-1-yl)methyl)piperidine-4-carbonitrile